COCCOC1=C(C=CC=C1)C=1N=C(SC1)NC(C1=CC=C(C=C1)N1CCOCC1)=O N-(4-(2-(2-methoxyethoxy)phenyl)thiazol-2-yl)-4-morpholinobenzamide